5-(4-(3-(4,4-difluoropiperidin-1-yl)-2-hydroxypropyl)piperidin-1-yl)-N-methyl-7-(trifluoromethyl)thieno[3,2-b]pyridine-3-carboxamide FC1(CCN(CC1)CC(CC1CCN(CC1)C1=CC(=C2C(=N1)C(=CS2)C(=O)NC)C(F)(F)F)O)F